ClC=1C=C(C=CC1Cl)C(=O)N1C=NC=C1 (3,4-dichlorophenyl)(1H-imidazol-1-yl)methanone